methyl 4-[[6-[[8-(methylamino)-5-[5-(methylamino)-1,3-benzoxazol-2-yl]-2,7-naphthyridin-3-yl]amino]-2-pyridyl]oxy]butanoate CNC=1N=CC(=C2C=C(N=CC12)NC1=CC=CC(=N1)OCCCC(=O)OC)C=1OC2=C(N1)C=C(C=C2)NC